1,4-diethyl-benzene tert-Butyl-8-bromo-5-hydroxy-3,4-dihydroisoquinoline-2(1H)-carboxylate C(C)(C)(C)OC(=O)N1CC2=C(C=CC(=C2CC1)O)Br.C(C)C1=CC=C(C=C1)CC